ClC=1C(=C(C=C(C1)F)[C@@H]1COCCN1C(COC(F)F)=O)COC=1C=CC=C2C(=CC(=NC12)C)N1N=CC(=C1)F (R)-1-(3-(3-chloro-5-fluoro-2-((4-(4-fluoro-1H-pyrazol-1-yl)-2-methylquinolin-8-yloxy)methyl)phenyl)morpholino)-2-(difluoromethoxy)ethanone